C(CCCCCCCCCCCCCCCCC)C(C(=O)O)CCCCC.C(CCCCCC)(=O)OCCCCCCCCCCCCCCCCCC stearyl Heptanoate (Stearyl Heptanoate)